(R)-N-(4-(2,4-dimethylpiperazin-1-yl)phenyl)-4-((8-methyl-2,3-dihydro-1H-pyrido[2,3-b][1,4]oxazin-7-yl)amino)-2-oxo-1,2-dihydropyridine-3-carboxamide C[C@H]1N(CCN(C1)C)C1=CC=C(C=C1)NC(=O)C=1C(NC=CC1NC1=C(C2=C(OCCN2)N=C1)C)=O